CN(S(=O)(=O)C1=CC2=C(N=CS2)C=C1)C 6-(dimethylsulfamoyl)-1,3-benzothiazol